C(C)[C@@H](\C=C/S(=O)(=O)C)NC(OC(C)(C)C)=O tert-butyl N-[(Z,1S)-1-ethyl-3-methylsulfonyl-allyl]carbamate